[(octadecylcarbamoyl)methoxyacetyl]-1,4,7,13,16-pentaoxa-10,19-diazacycloheneicosane C(CCCCCCCCCCCCCCCCC)NC(=O)COCC(=O)C1OCCNCCOCCOCCNCCOCCOC1